ClC=1C=CC(=C(C[C@H]2CN\C(\CN(C2=O)C(=O)N[C@H](CCC)C2=C(C(=O)O)C=CC=C2)=N/OCC)C1)OC [(1R)-1-({[(3Z,6S)-6-(5-chloro-2-methoxybenzyl)-3-(ethoxyimino)-7-oxo-1,4-diazepan-1-yl]carbonyl}amino)butyl]benzoic acid